3-(isoquinolin-4-yl)-2-oxo-1-(6-(trifluoromethyl)pyridin-2-yl)imidazolidine-4-carbonitrile C1=NC=C(C2=CC=CC=C12)N1C(N(CC1C#N)C1=NC(=CC=C1)C(F)(F)F)=O